5-(3-aminoprop-1-yn-1-yl)-N-(3-aminopropyl)furan-2-carboxamide dihydrochloride Cl.Cl.NCC#CC1=CC=C(O1)C(=O)NCCCN